4-(4-chloro-o-toloxy)butanoic acid ClC=1C=C(C(=CC1)C)OCCCC(=O)O